[N+](=O)([O-])C1=CC=C(C(=O)O[C@@H]2C[C@H](C3=C2N=CN=C3N3N=C2C(=C3)CNC2)C)C=C1 (5R,7R)-4-(5,6-Dihydropyrrolo[3,4-c]pyrazol-2(4H)-yl)-5-methyl-6,7-dihydro-5H-cyclopenta[d]pyrimidin-7-yl 4-nitrobenzoate